3-bromo-5-(methoxymethyl)pyridine BrC=1C=NC=C(C1)COC